tert-butyl 4-(2-((tetrahydro-2H-pyran-2-yl)oxy)ethoxy)piperidine-1-carboxylate O1C(CCCC1)OCCOC1CCN(CC1)C(=O)OC(C)(C)C